2-(3-oxo-4H-1,4-benzoxazin-2-yl)acetic acid O=C1C(OC2=C(N1)C=CC=C2)CC(=O)O